tert-butyl 2-(2-(3-amino-4-(2-(hydroxymethyl)piperidin-1-yl)benzamido)-5-fluorophenyl)acetate NC=1C=C(C(=O)NC2=C(C=C(C=C2)F)CC(=O)OC(C)(C)C)C=CC1N1C(CCCC1)CO